N-benzyl-7-(4-bromo-3-chloro-benzoyl)-3-oxo-2-phenyl-6,8-dihydro-5H-imidazo[1,5-a]pyrazine-1-carboxamide C(C1=CC=CC=C1)NC(=O)C=1N(C(N2C1CN(CC2)C(C2=CC(=C(C=C2)Br)Cl)=O)=O)C2=CC=CC=C2